5-(2-((3,3-difluorocyclobutyl)amino)-7H-pyrrolo[2,3-d]pyrimidin-5-yl)-N-(2,2-difluoroethyl)pyrazolo[1,5-a]pyridine-3-carboxamide FC1(CC(C1)NC=1N=CC2=C(N1)NC=C2C2=CC=1N(C=C2)N=CC1C(=O)NCC(F)F)F